(R)-4-(3-(3-aminopiperidine-1-carbonyl)-1-(2,6-difluoro-4-(pyrrolidin-1-yl)phenyl)-1H-pyrazol-5-yl)-2-fluorobenzonitrile N[C@H]1CN(CCC1)C(=O)C1=NN(C(=C1)C1=CC(=C(C#N)C=C1)F)C1=C(C=C(C=C1F)N1CCCC1)F